benzyl-3-bromobenzotrifluoride C(C1=CC=CC=C1)C1=C(C=CC=C1Br)C(F)(F)F